amino-4-anilino-6-(chlorodifluoromethyl)-1,3,5-triazine NC1=NC(=NC(=N1)NC1=CC=CC=C1)C(F)(F)Cl